ClC1=C(C=C(C(=O)NC2=CC(=CC(=C2)C(=O)C=2C=C3N=CC=NC3=CC2)F)C=C1)C(F)(F)F 4-chloro-N-(3-fluoro-5-(quinoxaline-6-carbonyl)phenyl)-3-(trifluoromethyl)benzamide